3-(4'-fluoro-2,4-dimethylbiphenyl-3-yl)-4-hydroxy-8-oxa-1-azaspiro[4.5]decan FC1=CC=C(C=C1)C1=C(C(=C(C=C1)C)C1CNC2(C1O)CCOCC2)C